(E)-3-(4-bromophenyl)acrylamide BrC1=CC=C(C=C1)/C=C/C(=O)N